FC(C=1C=C(\C=C/2\C(C=3C=CC(=CC3CC2)/C=C/C(=O)O)=O)C=C(C1)C(F)(F)F)(F)F (E)-3-(6-((E)-3,5-bis(trifluoromethyl)benzylidene)-5-oxo-5,6,7,8-tetrahydronaphthalen-2-yl)acrylic acid